tert-butyl perbenzoate (t-butyl perbenzoate) C(C)(C)(C)C1=CC=CC=C1C(=O)OO.C1=CC=CC=C1C(=O)OOC(C)(C)C